O=C1NC(CCC1N1C(C2=CC(=C(C=C2C1=O)F)CN1CCN(CC1)C1=NC(=CC=C1)C1=CN=C2N1N=C(C=C2)N2[C@H](CCC2)C2=CC(=CC=C2)F)=O)=O 2-(2,6-dioxopiperidin-3-yl)-5-fluoro-6-((4-(6-(6-((R)-2-(3-fluorophenyl)pyrrolidin-1-yl)imidazo[1,2-b]pyridazin-3-yl)pyridin-2-yl)piperazin-1-yl)methyl)isoindoline-1,3-dione